(R)-4-(3-(3-Aminopiperidin-1-carbonyl)-1-(4-(dimethylamino)-2-fluorophenyl)-1H-pyrazol-5-yl)benzonitril N[C@H]1CN(CCC1)C(=O)C1=NN(C(=C1)C1=CC=C(C#N)C=C1)C1=C(C=C(C=C1)N(C)C)F